COC(C(C1=CC=C(C=C1)C1=CSC=C1)O)=O 2-hydroxy-2-(4-(thiophen-3-yl)phenyl)acetic acid methyl ester